OC1=CC(=C(C(=C1)C)NC(=O)C(=O)NC1=C(C=C(C=C1C)O)C)C N,N'-bis-(4-hydroxy-2,6-dimethyl-phenyl)-oxamide